C(C)(=O)OC(C(=O)NC1=CC(=C(C=C1)B1OC(C(O1)(C)C)(C)C)C)C=1C=CC=C2C=NN(C12)C 1-(1-methyl-1H-indazol-7-yl)-2-((3-methyl-4-(4,4,5,5-tetramethyl-1,3,2-dioxaborolan-2-yl)phenyl)amino)-2-oxoethyl acetate